CC=1C(=C(C(=NC1CC)C(=O)OCC)C1CC1)C(=O)[O-] Ethyl 5-Methylcarboxylato-3-cyclopropyl-6-ethylpyridine-2-carboxylate